CN1C(=NC=C1)[C@]1(NC(NC1=O)=O)CNC(=O)C1=NN(N=C1)C1=CC=CC=C1 |r| rac-N-{[4-(1-methyl-1H-imidazol-2-yl)-2,5-dioxoimidazolidin-4-yl]methyl}-2-phenyl-2H-1,2,3-triazole-4-carboxamide